O(C1=CC=CC=C1)C1=CC=C(C(=O)N2CCC(CC2)C=2C=CC(=NC2)N)C=C1 5-[1-(4-phenoxybenzoyl)piperidin-4-yl]pyridin-2-amine